CCCCCCCC(CCCCCCCCCC)O octadecan-8-ol